tert-butyl 2-[(imidazo[1,2-b]pyridazine-6-carbonylamino)methyl]-6-azaspiro[2.5]octane-6-carboxylate N=1C=CN2N=C(C=CC21)C(=O)NCC2CC21CCN(CC1)C(=O)OC(C)(C)C